prop-2-en-1-yl 2-(5-[(5-chlorothiophen-2-yl)methyl]amino-1-(1,3-thiazole-4-carbonyl)-1H-pyrazol-3-yl)-4-[2-(morpholin-4-yl)acetyl]piperazine-1-carboxylate ClC1=CC=C(S1)CNC1=CC(=NN1C(=O)C=1N=CSC1)C1N(CCN(C1)C(CN1CCOCC1)=O)C(=O)OCC=C